C(=O)(OC(C)(C)C)N1CC2C(C(C1)C2)=O 3-Boc-6-oxo-3-aza-bicyclo[3.1.1]heptane